ClC1=C(C=CC(=N1)NC(OC(C)(C)C)=O)C1=NC(=CC=C1)OC(F)(F)F tert-Butyl N-[6-chloro-5-[6-(trifluoromethoxy)-2-pyridyl]-2-pyridyl]carbamate